C=C1C2C(C(C(C1)(C2(C)C)CS(=O)(=O)[O-])=O)(C(=O)O)C(=O)O methylenedicarboxyl-camphorsulfonate